C1N(CC2=CC=CC=C12)C(=O)C1=NC(=NC(=C1)NC(C)(CC(C)(C)C)C)NC1=CC(=CC=C1)OC Isoindolin-2-yl(2-((3-methoxyphenyl)amino)-6-((2,4,4-trimethylpentan-2-yl)amino)-pyrimidin-4-yl)methanone